2-isobutyryl-N-methyl-N-(2,2,2-trifluoro-1-(4-fluorophenyl)ethyl)-1,2,3,4-tetrahydroisoquinoline-7-sulfonamide C(C(C)C)(=O)N1CC2=CC(=CC=C2CC1)S(=O)(=O)N(C(C(F)(F)F)C1=CC=C(C=C1)F)C